2-(5-(benzyloxy)-1-(4-fluoro-3-methylphenyl)-2-isopropyl-1H-indol-3-yl)acetic acid C(C1=CC=CC=C1)OC=1C=C2C(=C(N(C2=CC1)C1=CC(=C(C=C1)F)C)C(C)C)CC(=O)O